2,2-dichloro-N-[2-oxo-2-(2-propenylamino)ethyl]-N-(2-propenyl)acetamide ClC(C(=O)N(CC=C)CC(NCC=C)=O)Cl